di-sec-butylphenylenediamine C(C)(CC)NC1=C(C=CC=C1)NC(C)CC